6-fluoropyridine-5-carbonyl chloride FC1=C(C=CC=N1)C(=O)Cl